FC1=C(C=CC2=C1CSC1=C2N(N=C1C(F)(F)F)C1=CC=C(C=C1)S(=O)(=O)N)OC 4-(1,5-Dihydro-6-fluoro-7-methoxy-3-(trifluoromethyl)-(2)-benzothiopyrano(4,3-c)pyrazol-1-yl)benzenesulfonamide